Cl.COC=1C=C(C=CC1OC)CCO[C@H]1[C@@H](CCCC1)N1C[C@@H](CC1)O (3R)-1-[(1R,2R)-2-[2-(3,4-dimethoxyphenyl)ethoxy]cyclohexyl]-3-pyrrolidinol hydrochloride